tert-butyl 4-(4-(4'-(3-acetyl-2-oxoimidazolidin-1-yl)-3'-chloro-5-fluoro-2-methoxy-[1,1'-biphenyl]-3-yl)pyridin-2-yl)piperazine-1-carboxylate C(C)(=O)N1C(N(CC1)C1=C(C=C(C=C1)C1=C(C(=CC(=C1)F)C1=CC(=NC=C1)N1CCN(CC1)C(=O)OC(C)(C)C)OC)Cl)=O